2-Chloro-N3,N3'-bis(5-(dimethoxymethyl)benzo[d]isothiazol-3-yl)-2'-methyl-[1,1'-biphenyl]-3,3'-diamine ClC1=C(C=CC=C1NC1=NSC2=C1C=C(C=C2)C(OC)OC)C2=C(C(=CC=C2)NC2=NSC1=C2C=C(C=C1)C(OC)OC)C